COC(CCCCCC=CCC=CCCCCC)=O 7,10-hexadecadienoic acid methyl ester